C(CC)C([C@H](N)C(=O)O)C1=CNC2=CC(=CC=C12)C β-Propyl-6-methyltryptophan